C[NH-] Methyl-Amide